COC(C[C@@H](C)C=1SC=CC1)=O (R)-3-(2-thiophenyl)-butanoic acid methyl ester